O=C1C(=C(C=NN1)N[C@H](CONS(=O)(=O)CC1CCN(CC1)C1=NC=C(C=N1)C(F)(F)F)C)C(F)(F)F (S)-N-(2-((6-oxo-5-(trifluoromethyl)-1,6-dihydropyridazin-4-yl)amino)propoxy)-1-(1-(5-(trifluoromethyl)pyrimidin-2-yl)piperidin-4-yl)methanesulfonamide